FC1(CN(C1)C=1C=C(C=2N(C1)N=CC2C#N)C2=CC=C(C=C2)C(C)[C@@H](C)C2=CC=C(C=C2)N2N=CC(=C2)F)F 6-(3,3-difluoroazetidine-1-yl)-4-(4-((3R)-3-(4-(4-fluoro-1H-pyrazol-1-yl)phenyl)butan-2-yl)phenyl)pyrazolo[1,5-a]pyridine-3-carbonitrile